tert-butyl (2S,6S*)-6-{[(tert-butyldimethylsilyl)oxy]methyl}-6-hydroxy-2-(hydroxymethyl)-1,4-oxazepane-4-carboxylate [Si](C)(C)(C(C)(C)C)OC[C@@]1(CN(C[C@H](OC1)CO)C(=O)OC(C)(C)C)O |o1:9|